3-{1H,4H,5H,6H,7H-[1,2,3]triazolo[4,5-c]pyridin-5-ylmethyl}1-oxa-2,8-diazaspiro[4.5]dec-2-ene hydrochloride Cl.N1N=NC=2CN(CCC21)CC2=NOC1(C2)CCNCC1